tert-butyl (17-((3-amino-5-chlorophenyl)amino)-3,6,9,12,15-pentaoxaheptadecyl)carbamate NC=1C=C(C=C(C1)Cl)NCCOCCOCCOCCOCCOCCNC(OC(C)(C)C)=O